C(C)(=O)CCC(=O)CC(C(CC)=O)=O acetyl-propionyl-(pentane-2,3-dione)